ON1[C@@H]2CC[C@H](N(C1=O)C2)C(NS(=O)(=O)C2=CC=C(C)C=C2)=N (2S,5R)-6-hydroxy-7-oxo-N-tosyl-1,6-diazabicyclo[3.2.1]octane-2-carboximidamide